ClC1=CC(=C(C=C1)C=1SC(=CC1N1N=NN=C1)C1=C(C=C(C=C1)Cl)C(C)C)C(C)C (2,5-bis(4-chloro-2-isopropylphenyl)thiophen-3-yl)-1H-tetrazole